6-benzyloxycarbonyl-1-amino-6-azaspiro[2.5]octane hydrochloride Cl.C(C1=CC=CC=C1)OC(=O)N1CCC2(CC2N)CC1